ClC1=NC(=NC(=N1)Cl)NC1=NSC2=C1C=C(C=C2)[N+](=O)[O-] N-(4,6-dichloro-1,3,5-triazin-2-yl)-5-nitro-1,2-benzothiazol-3-amine